5-Bromo-7-(((tert-butyldimethylsilyl)oxy)methyl)-3,4-dihydroisoquinolin-1(2H)-one BrC1=C2CCNC(C2=CC(=C1)CO[Si](C)(C)C(C)(C)C)=O